C[C@@H]1CN(C[C@@H](O1)C)CC1CCNCC1 (2R,6S)-2,6-dimethyl-4-[(piperidin-4-yl)methyl]morpholine